N-(((1r,4r)-4-aminocyclohexyl)methyl)-4-(tert-amyl)aniline NC1CCC(CC1)CNC1=CC=C(C=C1)C(C)(C)CC